7-chloro-6-fluoro-2-methyl-4-oxo-3,4-dihydroquinazoline-5-carbonitrile ClC=1C(=C(C=2C(NC(=NC2C1)C)=O)C#N)F